Dimethyl-methacrylamid CC(=C(C(=O)N)C)C